ClC=1C(=NC(=NC1)N1C=NC=C1)C(=O)NC1=C(C=CC=C1)Cl 5-chloro-N-(2-chlorophenyl)-2-(1H-imidazol-1-yl)pyrimidine-4-carboxamide